C(C)(C)(C)P(C1=C(C(=CC=C1OC)OC)C1=C(C=C(C=C1C(C)C)C(C)C)C(C)C)C(C)(C)C 2-(di-tert-butylphosphino)-2',4',6'-trisIsopropyl-3,6-dimethoxy-1,1'-biphenyl